The molecule is a hydrochloride salt resulting from the reaction of equimolar amounts of gevotroline and hydrogen chloride. It has a role as an antipsychotic agent and a dopamine receptor D2 antagonist. It contains a gevotroline(1+). C1CN(CC2=C1NC3=C2C=C(C=C3)F)CCCC4=CN=CC=C4.Cl